sodium Disodium [Na].[Na].[Na]